Allyl methacrylate (Allyl methacrylate) C(C=C)C=C(C(=O)O)C.C(C(=C)C)(=O)OCC=C